NCCNC[Si](OC)(OC)OC N-(β-aminoethyl)aminomethyltrimethoxysilane